sodium lauroylamide C(CCCCCCCCCCC)(=O)[NH-].[Na+]